CC1(COCCN1CCN)C 2-(3,3-dimethylmorpholino)ethanamine